CNCC(CCCC=C)(C)C N,2,2-trimethylhept-6-en-1-amine